4-(4-Bromo-6-cyclohexylmethyl-3-hydroxy-pyridin-2-yl)-4-oxo-butyric acid ethyl ester C(C)OC(CCC(=O)C1=NC(=CC(=C1O)Br)CC1CCCCC1)=O